(S)-1'-(5-((2-amino-3-chloropyridin-4-yl)thio)pyrazin-2-yl)-1,3-dihydro-spiro[indene-2,4'-piperidin]-1-amine NC1=NC=CC(=C1Cl)SC=1N=CC(=NC1)N1CCC2(CC1)[C@@H](C1=CC=CC=C1C2)N